perfluoro[(2-ethyloxy-ethoxy)acetic acid] FC(C(=O)O)(OC(C(OC(C(F)(F)F)(F)F)(F)F)(F)F)F